(2S)-6-fluoro-2-methyl-5-nitro-3,4-dihydro-2H-quinoline-1-carboxylic acid methyl ester COC(=O)N1[C@H](CCC2=C(C(=CC=C12)F)[N+](=O)[O-])C